(S,E)-4-((2S,3R)-2-(tert-butoxycarbonylamino)-N,3-dimethylpentanamido)-2,5-dimethylhex-2-enoic acid C(C)(C)(C)OC(=O)N[C@H](C(=O)N(C)[C@H](/C=C(/C(=O)O)\C)C(C)C)[C@@H](CC)C